FC1(CN(CC2=CC=CC(=C12)C=C1CCNCC1)C(=O)OCC1=CC=CC=C1)F benzyl 4,4-difluoro-5-(4-piperidylidenemethyl)-1,3-dihydroisoquinoline-2-carboxylate